methyl (R)-3-(3-(2-fluoro-5-(trifluoromethoxy)phenyl)-2,3,4,5-tetrahydro-1H-benzo[d]azepin-7-yl)-2-methylpropanoate FC1=C(C=C(C=C1)OC(F)(F)F)N1CCC2=C(CC1)C=C(C=C2)C[C@H](C(=O)OC)C